1-Arachidonoyl-2-arachidonyl-sn-glycero-3-phosphocholine C(CCC\C=C/C\C=C/C\C=C/C\C=C/CCCCC)(=O)OC[C@@H](OCCCC\C=C/C\C=C/C\C=C/C\C=C/CCCCC)COP(=O)([O-])OCC[N+](C)(C)C